3-[(3R)-3-[4-[5-[tert-butyl(dimethyl)silyl]oxy-1-tetrahydropyran-2-yl-indazol-3-yl]pyrazol-1-yl]butoxy]propylmethanesulfonate [Si](C)(C)(C(C)(C)C)OC=1C=C2C(=NN(C2=CC1)C1OCCCC1)C=1C=NN(C1)[C@@H](CCOCCCCS(=O)(=O)[O-])C